NC1=NN=C(C(N1)=O)CNC(=O)C1COCC1 N-((3-amino-5-oxo-4,5-dihydro-1,2,4-triazin-6-yl)methyl)tetrahydrofuran-3-carboxamide